8'-(4-acryloylpiperazin-1-yl-2,2,3,3,5,5,6,6-d8)-11'-(5-chloro-2,4-difluorophenyl)-10'-(trifluoromethyl)-2'H,4'H,6'H-spiro[oxetane-3,3'-[1,4]thiazepino[2,3,4-ij]quinazolin]-6'-one C(C=C)(=O)N1C(C(N(C(C1([2H])[2H])([2H])[2H])C1=NC(N2C3=C(C(=C(C=C13)C(F)(F)F)C1=C(C=C(C(=C1)Cl)F)F)SCC1(C2)COC1)=O)([2H])[2H])([2H])[2H]